C12(CC(C1)C2)N(C(=O)C2=C(C=C1N=C(C=3N(C1=C2)C=NC3)NC(OC(C)(C)C)=O)F)CC3=C(C=C(C=C3)C=3C=NN(C3)C(F)(F)F)F Tert-butyl (8-(bicyclo[1.1.1]pentan-1-yl(2-fluoro-4-(1-(trifluoromethyl)-1H-pyrazol-4-yl)benzyl)carbamoyl)-7-fluoroimidazo[1,5-a]quinoxalin-4-yl)carbamate